7-(8-ethyl-7-fluoro-3-hydroxy-1-naphthyl)-8-fluoro-4-[(3R)-3-hydroxy-3-methyl-1-piperidyl]pyrido[4,3-d]pyrimidin C(C)C=1C(=CC=C2C=C(C=C(C12)C1=C(C=2N=CN=C(C2C=N1)N1C[C@](CCC1)(C)O)F)O)F